4-(2-(6-(4-fluorobenzyl)-3,3-dimethyl-2,3-dihydro-1H-pyrrolo[3,2-b]pyridin-1-yl)-2-oxoethyl)-2-methylpiperazine-1-carboxylate FC1=CC=C(CC=2C=C3C(=NC2)C(CN3C(CN3CC(N(CC3)C(=O)[O-])C)=O)(C)C)C=C1